3-((5-fluoro-4-(3-(2-oxopyridin-1(2H)-yl)phenyl)pyrimidin-2-yl)amino)cyclobutane-1-carboxylic acid FC=1C(=NC(=NC1)NC1CC(C1)C(=O)O)C1=CC(=CC=C1)N1C(C=CC=C1)=O